FC1=C(C=CC=C1F)CN1C(CCC1=O)CC(=O)NCCC1=C(C=CC=C1)OC 2-[1-[(2,3-Difluorophenyl)methyl]-5-oxopyrrolidin-2-yl]-N-[2-(2-methoxyphenyl)ethyl]acetamide